2,2,6,6-tetramethyl-4-(naphthalen-2-yloxy)piperidin-1-ol CC1(N(C(CC(C1)OC1=CC2=CC=CC=C2C=C1)(C)C)O)C